[[6-(trifluoromethyl)benzotriazol-1-yl]oxy]-tris(pyrrolidino)phosphonium hexafluorophosphate F[P-](F)(F)(F)(F)F.FC(C=1C=CC2=C(N(N=N2)O[P+](N2CCCC2)(N2CCCC2)N2CCCC2)C1)(F)F